C(#C)[C@@H]1N(C[C@H](C1)O)C(=O)OC(C)(C)C tert-Butyl (2R,4S)-2-ethynyl-4-hydroxypyrrolidine-1-carboxylate